6-(Benzyloxy)-1-(4-bromophenyl)-1H-indazole C(C1=CC=CC=C1)OC1=CC=C2C=NN(C2=C1)C1=CC=C(C=C1)Br